2-Hydroxy-N-(2-(2-(2-hydroxyphenyl)-4,5-dihydroimidazol-1-yl)ethyl)benzamid OC1=C(C(=O)NCCN2C(=NCC2)C2=C(C=CC=C2)O)C=CC=C1